(2R)-2-(6-{5-chloro-2-[(1-methyl-1H-pyrazol-4-yl)amino]pyrimidin-4-yl}-1-oxo-2,3-dihydro-1H-isoindol-2-yl)-N-[(1S)-1-(3-fluoro-5-methoxyphenyl)-2-hydroxyethyl]propionamide ClC=1C(=NC(=NC1)NC=1C=NN(C1)C)C1=CC=C2CN(C(C2=C1)=O)[C@@H](C(=O)N[C@H](CO)C1=CC(=CC(=C1)OC)F)C